tert-butyl 3-[6-(6-benzyl-7-oxo-1-trityl-5,8-dihydropyrazolo[4,3-g]quinazolin-3-yl)-1,3-benzoxazol-2-yl]azetidine-1-carboxylate C(C1=CC=CC=C1)N1C(NC2=CC3=C(C=C2C1)C(=NN3C(C3=CC=CC=C3)(C3=CC=CC=C3)C3=CC=CC=C3)C3=CC1=C(N=C(O1)C1CN(C1)C(=O)OC(C)(C)C)C=C3)=O